2-(1-phenylpiperidin-4-yl)acetaldehyde C1(=CC=CC=C1)N1CCC(CC1)CC=O